(1-(benzyloxy)prop-1-en-2-yl)benzene C(C1=CC=CC=C1)OC=C(C)C1=CC=CC=C1